NC(CCN(NC([C@H](CC1CCCCC1)NC(OC(C)(C)C)=O)=O)C(C(F)Cl)=O)=O tert-butyl N-[(1S)-2-[2-(3-amino-3-oxo-propyl)-2-(2-chloro-2-fluoro-acetyl)hydrazino]-1-(cyclohexylmethyl)-2-oxo-ethyl]carbamate